NC1=CC2=C(NC(=N2)C(=O)NC=2C(=C(C=CC2)C2=C(C(=CC=C2)C2NCCC3=C2SC(=N3)C(=O)N)C)C)C=C1 (3'-(5-amino-1H-benzo[d]imidazole-2-carboxamido)-2,2'-dimethyl-[1,1'-biphenyl]-3-yl)-4,5,6,7-tetrahydrothiazolo[5,4-c]pyridine-2-carboxamide